[Si](C1=CC=CC=C1)(C1=CC=CC=C1)(C(C)(C)C)OCC[C@H](CCC)NC=1C2=C(N=C(N1)N)C=NN2CC2=C(C=CC(=C2)CCl)OC (S)-N7-(1-((tert-butyldiphenylsilyl)oxy)hexan-3-yl)-1-(5-(chloromethyl)-2-methoxybenzyl)-1H-pyrazolo-[4,3-d]pyrimidine-5,7-diamine